FC1=C(C=CC=C1S(=O)(=O)C(F)(F)F)C(C)=O (2-fluoro-3-((trifluoromethyl)sulfonyl)phenyl)ethan-1-one